(3-(4-(3-Hydroxypyrrolidin-1-yl)benzyl)phenyl)(piperidin-1-yl)methanone OC1CN(CC1)C1=CC=C(CC=2C=C(C=CC2)C(=O)N2CCCCC2)C=C1